S(=O)(=O)(O)CCC1=CC=[N+](C=C1)CC1=CC=C(C=C1)C=C 4-(2-sulfoethyl)-1-(4-vinylbenzyl)pyridinium